COC1=CC=C2C=NN(C2=C1NS(=O)(=O)C=1C=NN(C1)C1=NN(C(=C1)C(F)(F)F)C)C N-(6-methoxy-1-methylindazol-7-yl)-1'-methyl-5'-(trifluoromethyl)-[1,3'-bipyrazole]-4-sulfonamide